CC(C[C@@H](C(=O)NCCCC=O)NC)C ((S)-4-methyl-2-(methylamino)pentanamido)-4-oxobutane